Cl.C(C)N(C)\C=N\C1=CC(=C(C(=O)O)C=C1C)C(F)(F)F (E)-4-(((ethyl(methyl)amino)methylene)amino)-5-methyl-2-(trifluoromethyl)benzoic acid hydrochloride